(S)-N-(amino(4-fluoro-1-((R)-2-hydroxypropyl)-1H-pyrazol-3-yl)(oxo)-λ6-sulfaneylidene)-2-(2,2-difluoro-4,6-diisopropylbenzo[d][1,3]dioxol-5-yl)acetamide N[S@@](=NC(CC1=C(C2=C(OC(O2)(F)F)C=C1C(C)C)C(C)C)=O)(=O)C1=NN(C=C1F)C[C@@H](C)O